IC1=C(C(=O)NC2=CC=C(C=C2)N2C3=C(NC(CC2=O)=O)C2=CC=CC=C2C=C3)C=CC=C1 5-[4-(2-iodobenzoylamino)phenyl]-1H-naphtho[1,2-b][1,4]diazepin-2,4(3H,5H)-dione